CC1(CN(CC1)C1=NC(=CC=C1)NCC1CCOCC1)C 2-(3,3-dimethyl-pyrrolidin-1-yl)-6-[(tetrahydro-pyran-4-ylmethyl)-amino]-pyridin